[C@@H]12CNC[C@H]2C1NC(=O)C=1C=C(C2=C([C@H](CO2)C2=CC=CC=C2)C1)C(=O)NC |o1:14| (R*)-N5-((1R,5S,6s)-3-Azabicyclo[3.1.0]hexan-6-yl)-N7-methyl-3-phenyl-2,3-dihydrobenzofuran-5,7-dicarboxamid